N(=[N+]=[N-])[C@@H]1[C@H](C([C@H](OC1OCC1=CC=CC=C1)CN=[N+]=[N-])(F)F)OCC1=CC=CC=C1 (2R,4R,5R)-5-azido-2-(azidomethyl)-4,6-bis(benzyloxy)-3,3-difluorotetrahydro-2H-pyran